C[C@H]1CN(C[C@@H](N1)C)CC1=CC=C(C=C1)N1C(=NC=2C1=NC(=CC2)C2=CC=CC=C2)C=2C(=NC=CC2)N 3-(3-(4-(((3S,5S)-3,5-Dimethylpiperazin-1-yl)methyl)phenyl)-5-phenyl-3H-imidazo[4,5-b]pyridin-2-yl)pyridin-2-amine